NC1=CC=C(C=C1)N=NC1=C(C=C(C=C1)N(CCO)CCO)C 4-[(4-aminophenyl)azo]-1-[di-(2-hydroxyethyl)amino]-3-methylbenZene